FC(OC1=CC(=NN1)NC1=NC(=CN=C1)O[C@@H]1CCN(CCC1)C)F (S)-N-(5-(difluoromethoxy)-1H-pyrazol-3-yl)-6-((1-methylazepan-4-yl)oxy)pyrazin-2-amine